N1(OCCCC1)O azoxanol